BrC1=C2C=NNC2=C(C(=C1C(F)(F)F)F)NC(C)C 4-bromo-6-fluoro-N-isopropyl-5-(trifluoromethyl)-1H-indazol-7-amine